(6R)-7-[(3,4-Difluorophenyl)methyl]-6-(methoxymethyl)-2-[5-methyl-2-[(2-methylpyrazol-3-yl)amino]pyrimidin-4-yl]-5,6-dihydroimidazo[1,2-a]pyrazin-8-one FC=1C=C(C=CC1F)CN1C(C=2N(C[C@@H]1COC)C=C(N2)C2=NC(=NC=C2C)NC=2N(N=CC2)C)=O